rac-(1S*,2S*)-2-(7-chloro-8-fluoroimidazo[1,5-a]pyridin-1-yl)cyclopropanecarboxylic acid ClC1=C(C=2N(C=C1)C=NC2[C@@H]2[C@H](C2)C(=O)O)F |r|